ClCC(=O)O.ClCC(=O)O.C1(O)=CC=C(O)C=C1 hydroquinone bis(chloroacetate)